C1(=CC=CC=C1)C=CC=CC(C)C(=O)[O-] 6-phenyl-3,5-hexadien-2-yl-carboxylate